7-bromo((diethoxyphosphoryl)difluoromethyl)isoquinoline-3-carboxylic acid BrC1=CC=C2C=C(N=C(C2=C1)C(F)(F)P(=O)(OCC)OCC)C(=O)O